3-(2-(trifluoromethoxyphenyl)acryloyl)oxazolidine-2-one-5,5-d2 FC(OC1=C(C=CC=C1)C(C(=O)N1C(OC(C1)([2H])[2H])=O)=C)(F)F